BrC1=C(C=C(C=C1C(F)(F)F)NC(OCC1=CC=CC=C1)=O)Cl benzyl (4-bromo-3-chloro-5-(trifluoromethyl)phenyl)carbamate